ClC1=C(C=CC=C1)S(=O)CCC(=O)N1CC2=CC=CC=C2C1 3-[(2-chlorophenyl)sulfinyl]-1-(1,3-dihydro-2H-isoindol-2-yl)propan-1-one